1-aminocyclopropan-1-nitrile NC1(CC1)C#N